FC1C(C1)C(=O)N 2-cis-2-fluoro-cyclopropanecarboxamide